FC=1C(=C(NC2=C(NC3=C2C(NCC3)=O)C3=C(C=NC=C3)OC[C@]3(OCC3)C)C=CC1)C 3-(3-fluoro-2-methylanilino)-2-(3-{[(2S)-2-methyloxetan-2-yl]methoxy}pyridin-4-yl)-1,5,6,7-tetrahydro-4H-pyrrolo[3,2-c]pyridin-4-one